1-(4-chlorophenyl)-3-iodo-2,5-dimethyl-1H-pyrrole ClC1=CC=C(C=C1)N1C(=C(C=C1C)I)C